CC1=C(C=C(C=C1)N)C1=C(C=CC=C1N)C 2,2'-dimethyl-5,6'-diaminobiphenyl